ClC1=CC=C(COC2=NN=C(S2)NC(=O)C=2C=NC=CC2C2=CN(C(C=C2)=O)C)C=C1 N-(5-((4-chlorobenzyl)oxy)-1,3,4-thiadiazol-2-yl)-1-methyl-6-oxo-1,6-dihydro-[3,4'-bipyridine]-3'-carboxamide